C(#N)CCN(S(=O)(=O)C=1C=C(C=CC1C)NC(CN1N=CC(=C(C1=O)Cl)Cl)=O)C N-(3-(N-(2-cyanoethyl)-N-methylsulfamoyl)-4-methylphenyl)-2-(4,5-dichloro-6-oxopyridazin-1(6H)-yl)acetamide